CC(C(=O)N)(C)N1N=CC(=C1)C1=CC2=C(C=3N(CCO2)C=C(N3)C=3N(N=C(N3)C)C(C)C)C=C1 2-Methyl-2-[4-[2-(5-Methyl-2-propan-2-yl-1,2,4-triazol-3-yl)-5,6-dihydroiMidazo[1,2-d][1,4]benzoxazepin-9-yl]pyrazol-1-yl]propanaMide